p-hydroxyphenylborate OC1=CC=C(C=C1)OB([O-])[O-]